C1(CC1)C(=O)NC1=CC=C(C=N1)C1=CN=C2N1C=C(C=C2)C(=O)N(C)C2=CC=C(C=C2)F 3-[6-(cyclopropanecarbonylamino)-3-pyridyl]-N-(4-fluorophenyl)-N-methyl-imidazo[1,2-a]pyridine-6-carboxamide